BrC=1SC(=C(N1)CCC(C)C)C1=CC(=C(C=C1)Cl)Cl 2-bromo-5-(3,4-dichlorophenyl)-4-isopentylthiazole